S(=O)(=O)(O)C(C(=O)[O-])(O)CC(=O)[O-].[Au+3].S(=O)(=O)(O)C(C(=O)[O-])(O)CC(=O)[O-].S(=O)(=O)(O)C(C(=O)[O-])(O)CC(=O)[O-].[Au+3] gold sulfomalate